2-[6-(3-fluoro-4-methoxyphenyl)-5-methyl-pyridin-1-yl]quinazolin FC=1C=C(C=CC1OC)C1=C(C=CCN1C1=NC2=CC=CC=C2C=N1)C